NC=1C(=NC(=CN1)C1=CC=C(C=C1)S(=O)(=O)C(C)C)C1=CC(=NO1)C1=CC=C(C=C1)NC(=N)N (4-(5-(3-amino-6-(4-(isopropylsulfonyl)phenyl)pyrazin-2-yl)isoxazol-3-yl)phenyl)guanidine